ClC1=C(C=CC=C1Cl)C1=NNC=2C1=NC=C(C2)N2CCC(CC2)(NC)C 1-(3-(2,3-dichlorophenyl)-1H-pyrazolo[4,3-b]pyridin-6-yl)-N,4-dimethylpiperidin-4-amine